C(C)(C)(C)OC(=O)N1[C@@H](CN(CC1)C=1C2=C(N=CN1)N(C=C2C2CC2)S(=O)(=O)CC2=CC=CC=C2)C (R)-4-(5-cyclopropyl-7-toluenesulfonyl-7H-pyrrolo[2,3-d]pyrimidin-4-yl)-2-methylpiperazine-1-carboxylic acid tert-butyl ester